4-(3-phenylisoquinoline-1-yl)morpholine nickel-manganese-copper [Cu].[Mn].[Ni].C1(=CC=CC=C1)C=1N=C(C2=CC=CC=C2C1)N1CCOCC1